5-chloro-4-(1,4-dioxan-2-yl)pyrimidine-2-carbaldehyde ClC=1C(=NC(=NC1)C=O)C1OCCOC1